2-isocyanatomethylbenzoic acid chloride N(=C=O)CC1=C(C(=O)Cl)C=CC=C1